C(#N)C=1C(=CC=C2C=NN(C12)C1OCCCC1)\C=C(\C(=O)NC=1C(=NC(=CC1C)OC)C)/F (2Z)-3-[7-Cyano-1-(oxan-2-yl)indazol-6-yl]-2-fluoro-N-(6-methoxy-2,4-dimethyl-pyridin-3-yl)prop-2-enamide